C(C)(C)C1=C(OCCCN2CC=NC3=CC=CC=C23)C=C(C=C1)C 1-(3-(2-isopropyl-5-methylphenoxy)propyl)quinoxaline